FC(C(=O)O)(F)F.C1(CC1)N1C(N(C=2C(C1=O)=C(N(C(C2C)=O)C)NC2=C(C=C(C=C2)I)F)C=2C=C(C=CC2)NS(=O)(=O)N2CCCC2)=O N-(3-(3-cyclopropyl-5-((2-fluoro-4-iodophenyl)amino)-6,8-dimethyl-2,4,7-trioxo-3,4,6,7-tetrahydropyrido[4,3-d]pyrimidin-1(2H)-yl)phenyl)pyrrolidine-1-sulfonamide 2,2,2-trifluoroacetate